Ethyl 4-(4-((1R,4R,5R)-3-oxo-2-azabicyclo[2.2.1]heptan-5-yl)phenyl)-7-(4-(trifluoromethyl)phenyl)-2-naphthoate O=C1N[C@@H]2C[C@H]([C@H]1C2)C2=CC=C(C=C2)C2=CC(=CC1=CC(=CC=C21)C2=CC=C(C=C2)C(F)(F)F)C(=O)OCC